Cl.ClC1=CC(=C(C=C1)C1=CC=C(C=C1)N1CCN(CC1)CC)N1CC(CCC1)N1N=CC(=C1C(F)(F)F)C(=O)O 1-{1-[4-chloro-4'-(4-ethylpiperazin-1-yl)[1,1'-biphenyl]-2-yl]piperidin-3-yl}-5-(trifluoromethyl)-1H-pyrazole-4-carboxylic acid hydrochloride